CC1N(CC2(C1)NC(COC2)=O)C(=O)O.ClC2=C(C(=O)NC1(CC1)CF)C=CC(=C2F)F 2-chloro-3,4-difluoro-N-(1-(fluoromethyl)cyclopropyl)benzamide 3-methyl-7-oxo-9-oxa-2,6-diazaspiro[4.5]decane-2-carboxylate